C(C1=CC=CC=C1)N(CC=1C=2N(C=CN1)C(=NN2)C)CC2=CC=NS2 N-benzyl-1-(isothiazol-5-yl)-N-((3-methyl-[1,2,4]triazolo[4,3-a]pyrazin-8-yl)methyl)methylamine